(S)-N-((S)-2-(4-(7-acetamido-2,3-dihydro-1H-inden-4-yl)-2-fluorophenyl)-1-Cyanoethyl)-1,4-oxazepine-2-carboxamide C(C)(=O)NC=1C=CC(=C2CCCC12)C1=CC(=C(C=C1)C[C@@H](C#N)NC(=O)C=1OC=CC=NC1)F